NC1=C(C(=O)NC23CCC(CC2)(CC3)O)C=C(C=N1)C1=CC=C(C=C1)[C@@]13CN(C[C@H]3C1)C1CCOCC1 2-amino-N-(4-hydroxybicyclo-[2.2.2]octan-1-yl)-5-(4-((1R,5S)-3-(tetrahydro-2H-pyran-4-yl)-3-azabicyclo-[3.1.0]hexan-1-yl)phenyl)-nicotinamide